4-((3-(((5-aminopyridin-2-yl)methyl)carbamoyl)-2-methoxyphenyl)amino)-6-(cyclopropanecarboxamido)-N-(methyl-d3)nicotinamide NC=1C=CC(=NC1)CNC(=O)C=1C(=C(C=CC1)NC1=CC(=NC=C1C(=O)NC([2H])([2H])[2H])NC(=O)C1CC1)OC